(1R,3s,5S)-3-((tert-butoxycarbonyl)amino)-8-azabicyclo[3.2.1]octane-8-carboxylate C(C)(C)(C)OC(=O)NC1C[C@H]2CC[C@@H](C1)N2C(=O)[O-]